C1(CC1)CN1CCN(CC1)C1CCN(CC1)C1=C(C=C(C(=C1)OC)NC1=NC=NC(=C1)N1OCC[C@@H]1C1=C(C=C(C=C1)F)F)NC(C=C)=O N-(2-(4-(4-(cyclopropyl-methyl)piperazine-1-yl)piperidine-1-yl)-5-((6-((R)-3-(2,4-difluorophenyl)-isoxazolidine-2-yl)pyrimidine-4-yl)amino)-4-methoxy-phenyl)acrylamide